(2RS)-2-[6-[2-[4-[(4-ethylpiperazin-1-yl)methyl]phenyl]ethynyl]-1-oxo-isoindolin-2-yl]-2-(5-fluoro-2-hydroxy-phenyl)-N-thiazol-2-yl-acetamide C(C)N1CCN(CC1)CC1=CC=C(C=C1)C#CC1=CC=C2CN(C(C2=C1)=O)[C@@H](C(=O)NC=1SC=CN1)C1=C(C=CC(=C1)F)O |r|